2-((1S,2S,3R,6S,8S)-2-(aminomethyl)tricyclo[4.2.1.03,8]Nonane-2-yl)acetic acid benzenesulfonate C1(=CC=CC=C1)S(=O)(=O)O.NC[C@@]1([C@@H]2[C@H]3C[C@H](CC[C@@H]13)C2)CC(=O)O